(S)-N-methyl-5-(4-(trifluoromethyl)phenyl)-5,6,6a,7,9,10-hexahydro-8H-pyrazino[1,2-a]pyrido[3,2-e]pyrazine-8-sulfonamide CNS(=O)(=O)N1C[C@H]2N(C3=C(N(C2)C2=CC=C(C=C2)C(F)(F)F)C=CC=N3)CC1